C(C)OC(C1=CN=C(C(=C1N(C(=O)OC(C)(C)C)C(=O)OC(C)(C)C)F)Cl)=O 4-(bis(t-Butoxycarbonyl)amino)-6-chloro-5-fluoro-nicotinic acid ethyl ester